5-bromo-2-[(ethoxycarbonyl)({[2-fluoro-6-(trifluoromethyl)phenyl]methyl})amino]-4-methylthiophene-3-carboxylic acid ethyl ester C(C)OC(=O)C1=C(SC(=C1C)Br)N(CC1=C(C=CC=C1C(F)(F)F)F)C(=O)OCC